BrC1=C2CN(C(C2=CC=C1)C(=O)O)CC1=C(C=C(C=C1C)C)C 4-bromo-2-(2,4,6-trimethylbenzyl)isoindoline-1-carboxylic acid